tributyl-(1-cyclopropylimidazol-4-yl)stannane C(CCC)[Sn](C=1N=CN(C1)C1CC1)(CCCC)CCCC